2,5-bis(t-butyl-peroxy)-2,5-dimethylhexyne C(C)(C)(C)OOC(C)(C#CC(C)(C)OOC(C)(C)C)C